CC1(OB(OC1(C)C)C=1C(=NC=CC1)C#N)C 3-(4,4,5,5-tetramethyl-1,3,2-dioxaborolan-2-yl)-2-pyridinecarbonitrile